(S)-2-((4-((2-hydroxy-1-phenylethyl)amino)-5-(3-(pyridin-3-yl)-1,2,4-oxadiazol-5-yl)pyrimidin-2-yl)amino)-7,7-dimethyl-6-propyl-6,7-dihydro-5H-pyrrolo[3,4-b]pyridin-5-one OC[C@H](C1=CC=CC=C1)NC1=NC(=NC=C1C1=NC(=NO1)C=1C=NC=CC1)NC1=CC=C2C(=N1)C(N(C2=O)CCC)(C)C